1-formamido-3,5-dimethyl-adamantane iron carbon [C].[Fe].C(=O)NC12CC3(CC(CC(C1)C3)(C2)C)C